1-(4-Methoxybenzyl)-4-((triisopropylsilyl)ethynyl)-1H-pyrazolo[3,4-b]pyridine-5-carbonitrile COC1=CC=C(CN2N=CC=3C2=NC=C(C3C#C[Si](C(C)C)(C(C)C)C(C)C)C#N)C=C1